CNC1=NOC(=C2N1C=CC(=C2)C(F)(F)F)C=2C=C(C#N)C=CC2 3-(1-(methylamino)-3-oxa-6-(trifluoromethyl)-3H-pyrido[1,2-c]pyrimidin-4-yl)benzonitrile